FC1(CC(CC1)NC(OC(C)(C)C)=O)F tert-butyl (3,3-difluorocyclopentyl)carbamate